C(#N)C(C)(C)N1N=CC(=C1)C1=CC=CC(=N1)C(=O)NC=1C(=NN(C1)C1CN(C1)C1CCN(CC1)C(CO)=O)C(F)F 6-(1-(2-cyanopropan-2-yl)-1H-pyrazol-4-yl)-N-(3-(difluoromethyl)-1-(1-(1-(2-hydroxyacetyl)piperidin-4-yl)azetidin-3-yl)-1H-pyrazol-4-yl)-2-pyridineamide